(S)-2'-(1H-1,3-benzodiazol-2-yl)-6'-chloro-4-{[(1S)-2-ethoxy-1-phenylethyl]carbamoyl}-[1,1'-biphenyl]-2-carboxylic acid N1C(=NC2=C1C=CC=C2)C2=C(C(=CC=C2)Cl)C=2C(=CC(=CC2)C(N[C@H](COCC)C2=CC=CC=C2)=O)C(=O)O